(ADAMANTAN-1-YL)-2-((5-CHLORO-2-OXO-1,2-DIHYDROPYRIMIDIN-4-YL)OXY)ACETAMIDE C12(CC3CC(CC(C1)C3)C2)C(C(=O)N)OC2=NC(NC=C2Cl)=O